COC(=O)C1=CN(C=CC1=O)N(C(C)C)CC1=C(C=C(C(=C1)OCCC1CC1)OCC1=CC=CC=C1)I ((4-(benzyloxy)-5-(2-cyclopropylethoxy)-2-iodobenzyl)(isopropyl)amino)-4-oxo-1,4-dihydropyridine-3-carboxylic acid methyl ester